CCC([C@H]1CC[C@H]2[C@@H]3CCC4=CC(C=C[C@]4(C)[C@]3([C@H](C[C@]12C)O)F)=O)=O methyl-9α-fluoro-11β-hydroxypregna-1,4-diene-3,20-dione